[Pd].[Pd].C1(=CC=CC=C1)P(C1=CC=CC=C1)C1=CC=CC=C1 (triphenylphosphine) dipalladium (0)